N-ethyl-(4-phenoxyphenyl)methylamine C(C)NCC1=CC=C(C=C1)OC1=CC=CC=C1